ClC1=C(C=CC=C1)[C@@H]1[C@@](O1)(C1=C(C=C(C=C1)F)F)CN1N=CN=C1SC#N 1-{[(2R,3R)-3-(2-chlorophenyl)-2-(2,4-difluorophenyl)oxiran-2-yl]Methyl}-1H-1,2,4-triazol-5-yl thiocyanate